6-(N-(2-(4-methoxypiperidin-1-yl)pyridin-3-yl)sulfamoyl)benzofuran-2-carboxylic acid ethyl ester C(C)OC(=O)C=1OC2=C(C1)C=CC(=C2)S(NC=2C(=NC=CC2)N2CCC(CC2)OC)(=O)=O